C(#N)C1=C(C=C(C=C1)S(=O)(=O)N)C1=CC=C(C=C1)C=1C(=NNC1C)C1=CC=NC=C1 4-cyano-3-[4-[5-methyl-3-(4-pyridyl)-1H-pyrazol-4-yl]phenyl]benzenesulfonamide